(R)-morpholin-2-ylmethanol hydrochloride Cl.N1C[C@@H](OCC1)CO